4-(morpholinosulfonyl)phenylboronic acid O1CCN(CC1)S(=O)(=O)C1=CC=C(C=C1)B(O)O